CNC=1SC(=C(N1)C(F)(F)F)C1=NC(=NC=C1)NC1CCN(CC1)S(=O)(=O)C N-methyl-5-[2-[(1-methylsulfonyl-4-piperidyl)amino]pyrimidin-4-yl]-4-(trifluoromethyl)thiazol-2-amine